C(C)(C)NC(C1=CC(=C(C=C1)NC1=CC=C(C=C1)C(F)(F)F)C=1N=C(NC1)C)=O N-Isopropyl-3-(methylimidazol-4-yl)-4-[4-(trifluoromethyl)anilino]benzamide